Cl[Si](C=1C=C(C=C(C1)N1C2=CC=CC=C2C=2C=CC=CC12)N1C2=CC=CC=C2C=2C=CC=CC12)(C1=CC=CC=C1)C1=CC=CC=C1 9,9'-(5-(chlorodiphenylsilyl)-1,3-phenylene)bis(9H-carbazole)